BrC1=CC=C(CN(C2=CC3=C(C(=CC(O3)=O)C(F)(F)F)C=C2)CC)C=C1 7-((4-bromobenzyl)(ethyl)amino)-4-(trifluoromethyl)-2H-benzopyran-2-one